OC1=C(C=CC(=C1)O)CC(=O)OC methyl 2,4-dihydroxyphenylacetate